N-(6-(2-hydroxypropan-2-yl)-2-(piperidin-4-yl)-2H-indazol-5-yl)-6-(trifluoromethyl)pyridine-2-carboxamide OC(C)(C)C=1C(=CC2=CN(N=C2C1)C1CCNCC1)NC(=O)C1=NC(=CC=C1)C(F)(F)F